COC1=CC=C(C=C1)[C@H]1[C@@H](CN(C1)C(=O)OC(C)(C)C)C(=O)OC |r| (+/-)-trans-1-tert-butyl 3-methyl 4-(4-methoxyphenyl)pyrrolidine-1,3-dicarboxylate